C(C)(=O)C1=C(OCC(COC2=C(C(=CC=C2)O)C(C)=O)F)C=CC=C1O 1,3-Bis(2-acetyl-3-hydroxyphenoxy)-2-fluoropropane